2-(4-methylphenyl)acetic acid CC1=CC=C(C=C1)CC(=O)O